(S)-2,3-bis(5-fluoro-1-hydroxy-1,3-dihydrobenzo[c][1,2]oxaborole-6-carboxamido)-propionic acid FC1=CC2=C(B(OC2)O)C=C1C(=O)N[C@H](C(=O)O)CNC(=O)C=1C(=CC2=C(B(OC2)O)C1)F